CCCC\C=C\CCCC trans-5-decene